C1(=CC=CC=C1)P(=CC(=O)OC)(C1=CC=CC=C1)C1=CC=CC=C1 methyl 2-(triphenylphosphoranylidene)acetate